O=C1CCSC2=C(N1)C=CC=C2 4-oxo-2,3-dihydro-1,5-benzothiazepine